N-(5-(4-(3,4-dimethoxyphenyl)pyrimidin-2-yl)thiophen-3-yl)pentanamide COC=1C=C(C=CC1OC)C1=NC(=NC=C1)C1=CC(=CS1)NC(CCCC)=O